O\N=C(\C1=CC(=CC=C1)N1C2=C(NC(CC1=O)=O)C1=CC(=CC=C1C=C2)CSC)/N (Z)-N'-Hydroxy-3-(10-((methylthio)methyl)-2,4-dioxo-1,2,3,4-tetrahydro-5H-naphtho[1,2-b][1,4]diazepin-5-yl)benzimidamide